N(=[N+]=[N-])CCCC#CC(O)(C1=CC=CC=C1)C1=CC=CC=C1 6-azido-1,1-diphenylhex-2-yn-1-ol